tert-butyl 4-(2-((N-(tert-butoxycarbonyl)sulfamoyl)amino)ethyl)azepane-1-carboxylate C(C)(C)(C)OC(=O)NS(=O)(=O)NCCC1CCN(CCC1)C(=O)OC(C)(C)C